NC1=C(C(=NN1C1CC(OC(C1)C)C)C1=CC=C(C=C1)CNC(C1=C(C=CC=C1)OC)=O)C#N N-[[4-[5-amino-4-cyano-1-(2,6-dimethyltetrahydropyran-4-yl)pyrazol-3-yl]phenyl]methyl]-2-methoxy-benzamide